NC1=NC(N(C=C1)[C@@H]1O[C@@H]([C@H]([C@H]1OCC1C2C=CC(C1)C2)O)CO)=O 4-amino-1-((2R,3R,4R,5R)-3-(bicyclo[2.2.1]hept-5-en-2-ylmethoxy)-4-hydroxy-5-(hydroxymethyl)tetrahydrofuran-2-yl)pyrimidin-2(1H)-one